C1(=CC=C(C=C1)NC=1C=C2C=CC(=CC2=CC1)S(=O)(=O)Cl)C 6-(p-toluidino)-2-naphthalenesulfonyl chloride